5-hydroxyferuloyl-CoA OC=1C(=C(C=C(/C=C/C(=O)SCCNC(CCNC([C@@H](C(COP(OP(OC[C@@H]2[C@H]([C@H]([C@@H](O2)N2C=NC=3C(N)=NC=NC23)O)OP(=O)(O)O)(=O)O)(=O)O)(C)C)O)=O)=O)C1)OC)O